ClC1=CC(=C(C(=N1)C)C(F)(F)F)CO (6-Chloro-2-methyl-3-(trifluoromethyl)pyridin-4-yl)methanol